ClC=1C=C2C(N(C(=NC2=C(C1)[C@@H](C)N[S@](=O)C(C)(C)C)C1CCOCC1)C(C)C)=O (R)-N-((R)-1-(6-Chloro-3-isopropyl-4-oxo-2-(tetrahydro-2H-pyran-4-yl)-3,4-dihydroquinazolin-8-yl)ethyl)-2-methylpropane-2-sulfinamide